(S)-l-1-(4,4-difluorocyclohex-1-en-1-yl)-8-((3S,5R)-3,5-dimethylpiperazin-1-yl)-3-(pyrimidin-2-yloxy)-10-(trifluoromethyl)-3,4-dihydro-2H,6H-[1,4]thiazepino[2,3,4-ij]quinazolin-6-one FC1(CC=C(CC1)S1C[C@H](CN2C(N=C(C3=CC(=CC1=C23)C(F)(F)F)N2C[C@@H](N[C@@H](C2)C)C)=O)OC2=NC=CC=N2)F